1-(6-nitrobenzofuran-2-yl)ethan-1-one [N+](=O)([O-])C1=CC2=C(C=C(O2)C(C)=O)C=C1